N1(CCCC1)C(=O)C1=CC=C(O1)/C=C/C(=O)OC methyl (E)-3-[5-(pyrrolidine-1-carbonyl)furan-2-yl]acrylate